3α-(tert-butyldimethylsilyloxy)-5α-androstan-17β-yl succinate C(CCC(=O)[O-])(=O)O[C@@H]1[C@]2(C)[C@@H](CC1)[C@@H]1CC[C@H]3C[C@@H](CC[C@]3(C)[C@H]1CC2)O[Si](C)(C)C(C)(C)C